CN1N=NC(=C1CNC1=NC=CC(=C1)C1=CC=CC=C1)C1=CC=C(O[C@@H]2C[C@H](CCC2)C(=O)O)C=C1 |r| (±)-Trans-3-(4-(1-Methyl-5-(((4-phenylpyridin-2-yl)amino)methyl)-1H-1,2,3-triazol-4-yl)phenoxy)cyclohexanecarboxylic acid